C(CCCCCCCCCCC)(=O)C=1C=C2C=CC(=CC2=CC1)N(C)C 6-lauroyl-N,N-dimethyl-2-naphthylamine